2-(3,4-dihydro-2H-1-benzopyran-7-yl)-4,4,5,5-tetramethyl-1,3,2-dioxaborolane O1CCCC2=C1C=C(C=C2)B2OC(C(O2)(C)C)(C)C